C(C)(C)(C)OC(C[C@H]1OC(O[C@@H](C1)CCO)(C)C)=O (4S-Trans)-6-hydroxyethyl-2,2-dimethyl-1,3-dioxane-4-acetic acid tert-butyl ester